COCOC(C)C1=C(C=CC(=C1)[N+](=O)[O-])B1OC(C(O1)(C)C)(C)C 2-(2-(1-(methoxymethoxy)ethyl)-4-nitrophenyl)-4,4,5,5-tetramethyl-1,3,2-dioxaborolan